N,1-dimethyl-2-(2-(2,2,2-trifluoroethylamino)pyrimidin-4-yl)-1H-pyrrolo[3,2-c]pyridin-6-amine CNC1=CC2=C(C=N1)C=C(N2C)C2=NC(=NC=C2)NCC(F)(F)F